S(=O)(=O)(O)O.C(C)SC(N)=N S-ethyl-isothiourea sulfate